N(=[N+]=[N-])C=1C=C(C(=C(C1)Cl)OC)F 5-azido-1-chloro-3-fluoro-2-methoxybenzene